F[C@H]1CN(CC[C@H]1NC1=C2C(=NC=C1C(NC)=O)NC=C2)C(=O)OC(C)(C)C tert-Butyl (3S,4R)-3-fluoro-4-((5-(methylcarbamoyl)-1H-pyrrolo[2,3-b]pyridin-4-yl)amino)piperidine-1-carboxylate